6-fluoro-7-(8-methyl-2,3-dihydro-1H-pyrido[2,3-b][1,4]oxazin-7-yl)-N~2~-[2-(trifluoromethoxy)phenyl]quinazoline-2,5-diamine FC1=C(C=2C=NC(=NC2C=C1C1=C(C2=C(OCCN2)N=C1)C)NC1=C(C=CC=C1)OC(F)(F)F)N